[Cl-].COC1=CC=C(C=C1)C1=C2C=CC(C(=C3C=CC(=C(C=4C=CC(=C(C5=CC=C1N5)C5=CC=C(C=C5)OC)N4)C4=CC=C(C=C4)OC)N3)C3=CC=C(C=C3)OC)=N2 tetra(p-methoxyphenyl)porphyrin chloride